6-(3-fluoro-4-methoxyphenyl)quinolin FC=1C=C(C=CC1OC)C=1C=C2C=CC=NC2=CC1